(E)-N-(2-bromo-3-fluorophenyl)-3-ethoxy-N-ethylacrylamide BrC1=C(C=CC=C1F)N(C(\C=C\OCC)=O)CC